(3S)-N-methyl-1-[3-(3-pyridyl)-1H-pyrrolo[2,3-b]pyridin-4-yl]piperidin-3-amine CN[C@@H]1CN(CCC1)C1=C2C(=NC=C1)NC=C2C=2C=NC=CC2